COC(=O)C1(CC=2C(=C(NC(C2)=O)Cl)C1)C(=O)OC 1-chloro-3-oxo-5,7-dihydro-2H-cyclopenta[c]Pyridine-6,6-dicarboxylic acid dimethyl ester